NCC1=CC=C(C=N1)NC1C(NC(CC1)=O)=O 3-((6-(Aminomethyl)pyridin-3-yl)amino)piperidine-2,6-dione